BrC=1C=C(C2=C(N=C(O2)[C@H]2N(CCC3=C2N=CN3)C(=O)C3=C(N=C(O3)C(C)(C)O)C(F)F)C1)F (S)-(4-(5-bromo-7-fluorobenzo[d]oxazol-2-yl)-6,7-dihydro-1H-imidazo[4,5-c]pyridin-5(4H)-yl)(4-(difluoromethyl)-2-(2-hydroxypropan-2-yl)oxazol-5-yl)methanone